2-(2-fluoropropan-2-yl)pyridin FC(C)(C)C1=NC=CC=C1